3-(1H-indol-6-yl)-1-(4-{[(1H-indol-6-yl)carbamothioyl]amino}phenyl)thiourea N1C=CC2=CC=C(C=C12)NC(NC1=CC=C(C=C1)NC(NC1=CC=C2C=CNC2=C1)=S)=S